2-[(2E)-2-(aminomethyl)-3-fluoroprop-2-en-1-yl]-4-[4'-(trifluoromethoxy)biphenyl-3-yl]-2,4-dihydro-3H-1,2,4-triazol-3-one hydrochloride Cl.NC/C(/CN1N=CN(C1=O)C=1C=C(C=CC1)C1=CC=C(C=C1)OC(F)(F)F)=C\F